7-[4-{4-[3,5-Dichloro-4-(trifluoromethoxy)phenoxy]phenyl}-5-(2,2-difluoropropyl)-6-oxo-1,4,5,6-tetrahydropyrrolo[3,4-c]pyrazol-3-yl]-1,3-benzoxazol-2(3H)-one ClC=1C=C(OC2=CC=C(C=C2)C2N(C(C=3NN=C(C32)C3=CC=CC=2NC(OC23)=O)=O)CC(C)(F)F)C=C(C1OC(F)(F)F)Cl